ascorbic acid dicyclopentanoate C1(CCCC1)C(=O)O.C1(CCCC1)C(=O)O.O=C1C(O)=C(O)[C@H](O1)[C@@H](O)CO